(S)-1-((1-(tert-butoxycarbonyl)-4-hydroxy-3,3-dimethylpiperidin-4-yl)methyl)-6-oxo-4-phenyl-1,6-dihydropyridine-3-carboxylic acid C(C)(C)(C)OC(=O)N1CC([C@](CC1)(O)CN1C=C(C(=CC1=O)C1=CC=CC=C1)C(=O)O)(C)C